ClC=1C=C(CC=2N=C3C(=NC=C(C3)N)N2)C=CC1 (3-chlorobenzyl)imidazo[4,5-b]pyridin-6-amine